7-chloro-5-methyl-4-oxo-1-(4-phenyl-1,3-thiazol-2-yl)-1,4-dihydro-1,8-naphthyridine-3-carboxylic acid ethyl ester C(C)OC(=O)C1=CN(C2=NC(=CC(=C2C1=O)C)Cl)C=1SC=C(N1)C1=CC=CC=C1